BrC=1C(=NC(=CC1)C(=O)OC)OC[C@@H]1CN(CCN1)C(=O)OCC1=CC=CC=C1 benzyl (3S)-3-({[3-bromo-6-(methoxycarbonyl)pyridin-2-yl]oxy}methyl)piperazine-1-carboxylate